BrC=1C=C(C=C(C1)OC)C[C@H](C(=O)O)[C@@H]1CN(CC1)C(=O)OC(C)(C)C (S)-3-(3-bromo-5-methoxyphenyl)-2-((R)-1-(tert-butoxycarbonyl)pyrrolidin-3-yl)propanoic acid